FC(C(=O)O)(F)F.C(C1=CC=CC=C1)N1C[C@H](CC1)NC(=O)C=1N=C(NC1C)C1=NC=CC(=C1)C=1C=NC=C(C1)N1CCOCC1 N-[(3S)-1-Benzylpyrrolidin-3-yl]-5-methyl-2-(5-morpholin-4-yl-3,4'-bipyridin-2'-yl)-1H-imidazole-4-carboxamide trifluoroacetate salt